(R)-N-(5-(2-hydroxypropan-2-yl)-4'-((4-(2-hydroxypropoxy)-6-(methylsulfonyl)pyridin-2-yl)amino)-[2,3'-bipyridin]-6'-yl)acetamide OC(C)(C)C=1C=CC(=NC1)C=1C=NC(=CC1NC1=NC(=CC(=C1)OC[C@@H](C)O)S(=O)(=O)C)NC(C)=O